5-(2-fluoropyridin-4-yl)-1-methyl-4,5,6,7-tetrahydro-1H-imidazo[4,5-c]pyridine-2-carboxamide FC1=NC=CC(=C1)N1CC2=C(CC1)N(C(=N2)C(=O)N)C